COC(=O)N1C[C@@H](OCC1)CC1=C(N=C2N1C=CC(=C2)C)C2=C(C=C(C=C2F)S(N(C)CC2=CC=C(C=C2)OC)(=O)=O)F (S)-2-((2-(2,6-difluoro-4-(N-(4-methoxybenzyl)-N-methylsulfamoyl)phenyl)-7-methylimidazo[1,2-a]pyridin-3-yl)methyl)morpholine-4-carboxylic acid methyl ester